CC(C)(CCC1=CC=CC=C1)[15N]=C(C1=CC=CC=C1)C1=CC=CC=C1 N-(2-methyl-4-phenylbutan-2-yl)-1,1-diphenylmethanimine-15N